tert-butyl N-[(1S)-2-[[(1S)-2-[(2S)-2-[4-[3-(2-bromoethoxy)benzoyl]thiazol-2-yl]pyrrolidin-1-yl]-1-cyclohexyl-2-oxo-ethyl]amino]-1-methyl-2-oxo-ethyl]-N-methyl-carbamate BrCCOC=1C=C(C(=O)C=2N=C(SC2)[C@H]2N(CCC2)C([C@H](C2CCCCC2)NC([C@H](C)N(C(OC(C)(C)C)=O)C)=O)=O)C=CC1